Trimethylhexylphosphine CC(CCCCCP)(C)C